(1R,2R)-N-[7-chloro-6-[4-((3S,4S)-4-fluoro-3-methyl-tetrahydrofuran-3-yl)piperazin-1-yl]-3-isoquinolyl]-2-cyano-cyclobutanecarboxamide ClC1=C(C=C2C=C(N=CC2=C1)NC(=O)[C@H]1[C@@H](CC1)C#N)N1CCN(CC1)[C@]1(COC[C@H]1F)C